CN1C(=NN=C1)[C@H]1[C@H](C1)C1=CC(=CC=C1)[N+](=O)[O-] 4-methyl-3-(cis-2-(3-nitrophenyl)cyclopropyl)-4H-1,2,4-triazole